C1(CCCC1)OC=1C=C(C=CC1C=1NC(C2=C(N1)N(N=N2)CC2=CC=C(C=C2)OC)=O)C2=CC=C(C=C2)C2=NN=NN2 5-(3-(cyclopentyloxy)-4'-(1H-tetrazol-5-yl)-[1,1'-biphenyl]-4-yl)-3-(4-methoxybenzyl)-3,6-dihydro-7H-[1,2,3]triazolo[4,5-d]pyrimidin-7-one